sodium β-nonylaminopropionate C(CCCCCCCC)NCCC(=O)[O-].[Na+]